C/1(\CCC2=CC=CC=C12)=C\C(CC)O (E)-1-(1-Indanylidene)-2-butanol